7-(3-{1-[(2,2-Dimethylcyclopropyl)methyl]-1H-pyrazol-4-yl}-6-methylpyridin-2-yl)chinolin CC1(C(C1)CN1N=CC(=C1)C=1C(=NC(=CC1)C)C1=CC=C2C=CC=NC2=C1)C